acryloxypropyl-methyldiethoxy-silane C(C=C)(=O)OCCC[Si](OCC)(OCC)C